N-((3R,5S)-5-((1H-1,2,3-triazol-1-yl)methyl)pyrrolidin-3-yl)-5-(5-cyano-2-cyclopropylphenyl)-N-cyclopropyloxazole-2-carboxamide TFA salt OC(=O)C(F)(F)F.N1(N=NC=C1)C[C@@H]1C[C@H](CN1)N(C(=O)C=1OC(=CN1)C1=C(C=CC(=C1)C#N)C1CC1)C1CC1